4-iodo-3-butynylpropyl carbamate C(N)(OCCCC#CCCI)=O